methyl ((1-((2-(3,5-dichlorophenyl)-6-((6-(4-methylpiperazin-1-yl)pyridin-3-yl)oxy)pyridin-4-yl)methyl)piperidin-4-yl)methyl)carbamate ClC=1C=C(C=C(C1)Cl)C1=NC(=CC(=C1)CN1CCC(CC1)CNC(OC)=O)OC=1C=NC(=CC1)N1CCN(CC1)C